BrCC1=C(C(=CC=C1)OC)F 1-(bromomethyl)-2-fluoro-3-methoxybenzene